[(3-fluoro-2-methoxyphenyl)amino]-2-(3-{[(2S)-1-(prop-2-enoyl)pyrrolidin-2-yl]methoxy}pyridine-4-yl)-1H,5H,6H,7H-pyrrolo[3,2-c]pyridin-4-one FC=1C(=C(C=CC1)NN1C(=CC=2C(NCCC21)=O)C2=C(C=NC=C2)OC[C@H]2N(CCC2)C(C=C)=O)OC